aminoethyl-diazocane NCCN1NCCCCCC1